CCCCCCCCC(CCCCC)O (Z)-9-tetradecanol